7-(3,8-diazabicyclo[3.2.1]oct-3-yl)-2-(8-fluoro-2-methylimidazo[1,2-a]pyridin-6-yl)-4H-pyrido[1,2-a][1,3,5]triazin-4-one hydrochloride Cl.C12CN(CC(CC1)N2)C=2C=CC=1N(C(N=C(N1)C=1C=C(C=3N(C1)C=C(N3)C)F)=O)C2